N-(4-(chlorodifluoromethoxy)phenyl)-6-((R)-3-hydroxypyrrolidin-1-yl)-5-((2-Nitrocyclobutyl)amino)nicotinamide ClC(OC1=CC=C(C=C1)NC(C1=CN=C(C(=C1)NC1C(CC1)[N+](=O)[O-])N1C[C@@H](CC1)O)=O)(F)F